C(CCCCCCC)(=O)N[C@@H](CCC(=O)O)C(=O)O.CN(C)C trimethylamine octanoyl-glutamate salt